N-(2-aminoethyl)-2-{[3-oxo-8-(pyridin-2-yl)-1H,2H,3H-benzo[e]isoindol-2-yl]methyl}prop-2-enamide NCCNC(C(=C)CN1C(C=2C=CC3=C(C2C1)C=C(C=C3)C3=NC=CC=C3)=O)=O